N-(4-((2-(6-aminohexanoyl)-1,2,3,4-tetrahydroisoquinolin-6-yl)carbamoyl)benzyl)-N-cyclopropyl-3-oxo-3,4-dihydro-2H-benzo[b][1,4]oxazine-7-carboxamide 2,2,2-trifluoroacetate FC(C(=O)O)(F)F.NCCCCCC(=O)N1CC2=CC=C(C=C2CC1)NC(=O)C1=CC=C(CN(C(=O)C=2C=CC3=C(OCC(N3)=O)C2)C2CC2)C=C1